FC=1C=C2C3=C(NC2=CC1)[C@H](N([C@@H](C3)C)C[C@H](C(=O)OC)C)C3=C(C(=CC=C3F)OCCO)C methyl (R)-3-((1R,3R)-6-fluoro-1-(6-fluoro-3-(2-hydroxyethoxy)-2-methylphenyl)-3-methyl-1,3,4,9-tetrahydro-2H-pyrido[3,4-b]indol-2-yl)-2-methylpropanoate